4-fluoro-6-hydroxy-isoindoline-2-carboxylic acid tert-butyl ester C(C)(C)(C)OC(=O)N1CC2=CC(=CC(=C2C1)F)O